C(C)(C)(C)OC(=O)NCC(=O)NCC(CNC(CNC(OC(C)(C)C)=O)=O)(CNC(CNC(OC(C)(C)C)=O)=O)CNC(CNC(=O)OC(C)(C)C)=O tert-butyl {10,10-bis[({[(tert-butoxycarbonyl)amino]acetyl}amino) methyl]-2,2-dimethyl-4,7,13-trioxo-3-oxa-5,8,12-triazatetradecan-14-yl}carbamate